(isopropylmethylamino)zirconium (IV) C(C)(C)N(C)[Zr+3]